N1CC2(CCC1)CCC1=CC=CC=C12 2,3-dihydrospiro[indene-1,3'-piperidine]